((5-(4-fluorophenyl)-6-isopropyl-1H-pyrazolo[4,3-g]isoquinolin-8-yl)imino)(methyl)(pyridin-4-yl)-λ6-sulfanone FC1=CC=C(C=C1)C1=C(N=C(C2=CC3=C(C=C12)C=NN3)N=S(=O)(C3=CC=NC=C3)C)C(C)C